6-(3,5-difluorobenzyl)-2-{3-[4-(pyrrolidin-1-yl)butyl]ureido}-4,5,6,7-tetrahydrothieno[2,3-c]pyridine-3-carboxamide FC=1C=C(CN2CC3=C(CC2)C(=C(S3)NC(=O)NCCCCN3CCCC3)C(=O)N)C=C(C1)F